diphenyl-(4-(thiophen-3-yl)-7-((2-(trimethylsilyl)ethoxy)methyl)-7H-pyrrolo[2,3-d]pyrimidin-6-yl)phosphine oxide C1(=CC=CC=C1)P(C1=CC2=C(N=CN=C2C2=CSC=C2)N1COCC[Si](C)(C)C)(C1=CC=CC=C1)=O